methyl 4-((4-(isopropylcarbamoyl)phenyl)amino)-3-(2-methyl-2H-tetrazol-5-yl)benzoate C(C)(C)NC(=O)C1=CC=C(C=C1)NC1=C(C=C(C(=O)OC)C=C1)C=1N=NN(N1)C